1-(2-hydroxy-3-methyl-phenyl)-1-(3-methyl-4-hydroxyphenyl)undecane OC1=C(C=CC=C1C)C(CCCCCCCCCC)C1=CC(=C(C=C1)O)C